ethyl 2-(6-(4-(2-((tert-butoxycarbonyl)(methyl)amino)ethyl)phenyl)-4-(difluoromethyl)-7-methyl-2H-indazol-2-yl)-2-((R)-6-fluoro-6,7-dihydro-5H-pyrrolo[1,2-c]imidazol-1-yl)acetate C(C)(C)(C)OC(=O)N(CCC1=CC=C(C=C1)C=1C=C(C2=CN(N=C2C1C)C(C(=O)OCC)C1=C2N(C=N1)C[C@@H](C2)F)C(F)F)C